COC1=CC=C(N=N1)NC(=O)C1CC1 N-(6-Methoxypyridazin-3-yl)cyclopropanecarboxamide